pyrazolium formate C(=O)[O-].[NH+]=1NC=CC1